N[C@H]1C2N(CC1CC2)C(=O)C2=CC1=C(N(C(=N1)C1=CC=3C(=NC(=CC3)C=3C=C4C(=CN=NC4=CC3)O)N1CC1CC1)C)C(=C2)OC 6-(2-{5-[(7R)-7-amino-2-azabicyclo[2.2.1]heptane-2-carbonyl]-7-methoxy-1-methyl-1H-1,3-benzodiazol-2-yl}-1-(cyclopropylmethyl)-1H-pyrrolo[2,3-b]pyridin-6-yl)cinnolin-4-ol